3-acrylamidopropyltrimethylammonium chloride [Cl-].C(C=C)(=O)NCCC[N+](C)(C)C